FC(C1=NC=CC(=C1)C(C)O)(F)F (2-(trifluoromethyl)pyridin-4-yl)ethanol